6-[3-(4-ethylpiperazin-1-yl)azetidin-1-yl]pyridine C(C)N1CCN(CC1)C1CN(C1)C1=CC=CC=N1